1-(4-(3,4-dichlorophenyl)-5-(isopropylsulfanyl)thiazol-2-yl)-4-(4-methoxyphenyl)-3-methyl-1H-pyrazole-5-carboxylic acid ClC=1C=C(C=CC1Cl)C=1N=C(SC1SC(C)C)N1N=C(C(=C1C(=O)O)C1=CC=C(C=C1)OC)C